FC=1C(=C(C=O)C=C(C1)F)O 3,5-difluoro-2-hydroxybenzaldehyde